6-chloro-3-[[(1R)-1-[2-[4-[2-(dimethylamino)ethoxy]phenyl]-3,6-dimethyl-4-oxo-chromen-8-yl]ethyl]amino]pyridine-2-carboxylic acid ClC1=CC=C(C(=N1)C(=O)O)N[C@H](C)C=1C=C(C=C2C(C(=C(OC12)C1=CC=C(C=C1)OCCN(C)C)C)=O)C